C1(=CC=CC=C1)P(OC1=C(C=C(C(=C1)C)SC1=CC(=C(C(=C1)C)O)C(C)(C)C)C(C)(C)C)([O-])[O-] [2-tert-Butyl-4-(3-tert-Butyl-4-hydroxy-5-Methylphenylthio)-5-Methylphenyl] Phenylphosphite